(S)-3-fluoro-4-nitro-5-((oxetane-2-yl-methyl)amino)benzoic acid methyl ester COC(C1=CC(=C(C(=C1)NC[C@H]1OCC1)[N+](=O)[O-])F)=O